(R)-4-(5-mono(3-ethoxy-4-methoxyphenyl)pyridin-3-yl)-1,2-oxaborol-2-ol C(C)OC=1C=C(C=CC1OC)C=1C=C(C=NC1)C=1CB(OC1)O